The molecule is a docosanoid that is 17(R)-hydroxy-(4Z,7Z,10,12,14,19Z)-docosahexaenoic acid in which a glutathionyl group is attached at position 16S via a sulfide linkage. An intermediate of specialised proresolving mediators. It has a role as a human xenobiotic metabolite and a specialised pro-resolving mediator. It is a docosanoid, an organic sulfide, a secondary alcohol, a tricarboxylic acid and a glutathione conjugate. It is a conjugate acid of a 16(S)-glutathionyl-17(R)-hydroxy-(4Z,7Z,10,12,14,19Z)-docosahexaenoate(2-). CC/C=C\\C[C@H]([C@H](C=CC=CC=CC/C=C\\C/C=C\\CCC(=O)O)SC[C@@H](C(=O)NCC(=O)O)NC(=O)CC[C@@H](C(=O)O)N)O